2-ethylbutyl (((3-oxo-1-azabicyclo[2.2.1]heptan-2-yl)methoxy)(phenoxy)phosphoryl)-L-alaninate O=C1C(N2CCC1C2)COP(=O)(OC2=CC=CC=C2)N[C@@H](C)C(=O)OCC(CC)CC